N-(2-cyclopentylethyl)-6-((4-(pyridin-2-ylmethoxy)phenyl)amino)picolinamide methyl-3-(2-methoxybenzoyl)-2-(2-bromoacetamido)-4H,5H,6H-cyclopenta[b]thiophene-5-carboxylate COC(=O)C1CC2=C(SC(=C2C(C2=C(C=CC=C2)OC)=O)NC(CBr)=O)C1.C1(CCCC1)CCNC(C1=NC(=CC=C1)NC1=CC=C(C=C1)OCC1=NC=CC=C1)=O